C(C)(=O)[O-].[Cu+2].C(C)(=O)[O-] copper (acetate)